CN(S(=O)(=O)C)C1=C(C=CC=C1)C(=O)N1CCC2=CC(=CC=C12)S(=O)(=O)N1CCN(CC1)C=1SC=C(N1)C N-methyl-N-(2-(5-((4-(4-methylthiazol-2-yl)piperazin-1-yl)sulfonyl)indoline-1-carbonyl)phenyl)methanesulfonamide